tert-butyl (S)-4-(1-((2,6-dimethyl-2H-benzo[d][1,2,3]triazol-5-yl)carbamoyl)-2,3-dihydro-1H-pyrrolo[2,3-b]pyridin-4-yl)-2-methylpiperazine-1-carboxylate CN1N=C2C(=N1)C=C(C(=C2)NC(=O)N2CCC=1C2=NC=CC1N1C[C@@H](N(CC1)C(=O)OC(C)(C)C)C)C